4-METHYLAMINO-2-METHYLSULFANYL-PYRIMIDINE-5-CARBALDEHYDE CNC1=NC(=NC=C1C=O)SC